1-[(2R,3R)-3-Amino-2-(2-chloro-5-fluoro-3-methyl-phenyl)pyrrolidine-1-yl]-2-[3-cyclopropyl-5-(trifluoromethyl)pyrazol-1-yl]ethanone N[C@H]1[C@H](N(CC1)C(CN1N=C(C=C1C(F)(F)F)C1CC1)=O)C1=C(C(=CC(=C1)F)C)Cl